NC1=CC(=CC(=C1)N)N 1,3,5-tris-aminobenzene